C(C)(=O)C=1C=C(NC1)C(=O)NCC12CC3CC(CC(C1)C3)C2 4-acetyl-N-(((3r,5r,7r)-adamantan-1-yl)methyl)-1H-pyrrole-2-carboxamide